C(C)(C)(C)[Sn] Mono-tert-butyltin